N-(2-(2-oxo-imidazolidin-1-yl)ethyl)acrylamide O=C1N(CCN1)CCNC(C=C)=O